C(CCCCCCC)[C@H]1[C@@H](C1)C(=O)O trans-2-octylcyclopropanecarboxylic acid